tris(4-methylphenyl)phosphine oxide CC1=CC=C(C=C1)P(C1=CC=C(C=C1)C)(C1=CC=C(C=C1)C)=O